ethyl 1-[[4-[[(1Z)-2-ethoxy-3,3,3-trifluoro-1-propen-1-yl] oxy] phenyl] methyl]-1H-pyrazole-4-carboxylate C(C)O\C(=C/OC1=CC=C(C=C1)CN1N=CC(=C1)C(=O)OCC)\C(F)(F)F